CC1=NC2=C(N1)C(=CC=C2)C(=O)OC methyl 2-methyl-1H-benzo[d]imidazole-7-carboxylate